BrC1=CC(=C(C=O)C=C1)N1CCC2(CC2)CC1 4-Bromo-2-(6-azaspiro[2.5]octan-6-yl)benzaldehyde